5-cyclopropyl-3-[4-[(1S)-1-(2-fluoro-5,6-dimethyl-pyrimidin-4-yl)oxyethyl]phenyl]-1,2,4-oxadiazole C1(CC1)C1=NC(=NO1)C1=CC=C(C=C1)[C@H](C)OC1=NC(=NC(=C1C)C)F